C(C)N1C=NC2=C1N=NC=C2C=2C=CC(=C(C2)C=2C=C1C=CNC1=CC2OC)F 5-(5-(7-ethyl-7H-imidazo[4,5-c]pyridazin-4-yl)-2-fluorophenyl)-6-methoxyindole